C(C)C=1N=C2N(C=C(C=C2)N2CCN(CC2)CC(=O)N2CC(C2)CO)C1N(C)C=1SC(=C(N1)C1=CC=C(C=C1)F)CO 2-(4-(2-ethyl-3-((4-(4-fluorophenyl)-5-(hydroxymethyl)thiazol-2-yl)(methyl)amino)imidazo[1,2-a]pyridin-6-yl)piperazin-1-yl)-1-(3-(hydroxymethyl)azetidin-1-yl)ethanone